5-(3,4,5-trimethoxyphenyl)isoindoline COC=1C=C(C=C(C1OC)OC)C=1C=C2CNCC2=CC1